ClCC=1NC2=C(N1)C=CC=C2 2-(chloromethyl)-benzimidazole